ClC1=CC=C(C=C1)SC=1N([C@H]2[C@H](O)[C@H](O)[C@@H](CO)O2)C=2N=C(NC(C2N1)=O)N 8-(4-chlorophenylthio)-guanosine